C1=CC=CC2=C(C3=CC=CC=C3C(=C12)CN)CN anthracene-9,10-dimethylamine